BrC1=NC(=CC=C1)C1CCN(CC1)C 2-bromo-6-(1-methylpiperidine-4-yl)-pyridine